C(C)N1N=C2C(N=CC(=C2)N[C@@H](C)C=2C=C(C=CC2C)NC(C2=CN=CC(=C2)C)=O)=C1 (S)-N-(3-(1-((2-ethyl-2H-pyrazolo[4,3-b]pyridin-6-yl)amino)ethyl)-4-methylphenyl)-5-methylnicotinamide